Silyl-cyclopentasilan [SiH3][SiH]1[SiH2][SiH2][SiH2][SiH2]1